C(C)OC([C@H](CCC1=CC=CC=C1)N=[N+]=[N-])=O (S)-2-azido-4-phenylbutyric acid ethyl ester